N=1C=C(N2C1C=CC=C2)C(=O)N2CC1=C(CC2)C(=CS1)C(=O)NC1=CC(=C(C=C1)OC1CN(CC1)C)C(F)(F)F 6-(imidazo[1,2-a]pyridine-3-carbonyl)-N-(4-((1-methylpyrrolidin-3-yl)oxy)-3-(trifluoromethyl)phenyl)-4,5,6,7-tetrahydrothieno[2,3-c]pyridine-3-carboxamide